CC1=C(NC2=CC=C(C=C12)C1=CC=C(C=C1)F)C(=O)OC methyl 3-methyl-5-(4-fluorophenyl)-1H-indole-2-carboxylate